ClC1=C(C=CC=C1)CC(=O)NC1=CC(=C(C=C1)COC1CCNCC1)S(N)(=O)=O 2-(2-chlorophenyl)-N-(4-((piperidin-4-yloxy)methyl)-3-sulfamoylphenyl)acetamide